N-methyl-1-[[4-[5-(trifluoromethyl)-1,2,4-oxadiazol-3-yl]phenyl]methyl]triazole-4-carboxamide CNC(=O)C=1N=NN(C1)CC1=CC=C(C=C1)C1=NOC(=N1)C(F)(F)F